N-(3,3-difluoropiperidin-4-yl)-5-((5-fluoropyridin-2-yl)methoxy)-2-methylbenzofuran FC1(CNCCC1N1C(C=CC(=C1)F)COC=1C=CC2=C(C=C(O2)C)C1)F